C(C)(=O)N1CCN(CC1)C=1C=C2CCCN(C2=CC1C(F)F)C=1C=2C=C(C(N(C2C=C(C1)N1CCOCC1)C)=O)C 6-(4-Acetylpiperazin-1-yl)-7-(difluoromethyl)-1',3'-dimethyl-7'-morpholino-3,4-dihydro-2H-[1,5'-biquinolin]-2'(1'H)-one